1,2-Diamino-4-bromopyridinium 2,4,6-trimethylbenzenesulfonate CC1=C(C(=CC(=C1)C)C)S(=O)(=O)[O-].N[N+]1=C(C=C(C=C1)Br)N